FC1=C(COC2=NC=CC(=C2)CC2=NOC(=C2)C=2C(=NC=CC2)N)C=CC=C1 3-(3-((2-((2-fluorobenzyl)oxy)pyridin-4-yl)methyl)isoxazol-5-yl)pyridin-2-amine